3-(2-(4-((2-(4-(1-(7-azaspiro[3.5]nonan-2-yl)piperidin-4-yl)piperazin-1-yl)pyrimidin-4-yl)methoxy)phenyl)propan-2-yl)-5-chlorobenzonitrile (34e)-trifluoroacetate FC(C(=O)O)(F)F.C1C(CC12CCNCC2)N2CCC(CC2)N2CCN(CC2)C2=NC=CC(=N2)COC2=CC=C(C=C2)C(C)(C)C=2C=C(C#N)C=C(C2)Cl